BrC=1C2=C(C(=NC1)N1CCC(=CC1)C(=O)OC)N=CN2COCC[Si](C)(C)C methyl 1-(7-bromo-1-((2-(trimethylsilyl) ethoxy) methyl)-1H-imidazo[4,5-c]pyridin-4-yl)-1,2,3,6-tetrahydropyridine-4-carboxylate